BrC1=CC(=C(C=C1)O)C=1N=C2N(C=CC=N2)C1NC1=NC=CC=C1 4-bromo-2-(3-(pyridin-2-ylamino)imidazo[1,2-a]pyrimidin-2-yl)phenol